(5s,7s)-2-[difluoro-[rac-(1r,2r)-2-fluorocyclopropyl]methyl]-7-fluoro-5-phenyl-6,7-dihydro-5H-pyrrolo[1,2-b][1,2,4]triazole FC(C=1N=C2N(N1)[C@@H](C[C@@H]2F)C2=CC=CC=C2)([C@H]2[C@@H](C2)F)F |&1:17,18|